C(CCCCC)C(CN1C(=C2C(N(C(=C2C1=O)C=1SC=CC1)CC(CCCCCCCC)CCCCCC)=O)C=1SC=CC1)CCCCCCCC 2,2'-[(2,5-bis(2-hexyldecyl)-3,6-dioxo-2,3,5,6-tetrahydropyrrolo[3,4-c]pyrrol-1,4-diyl)dithiophene]